5-tert-butyl-3,6-dimethyl-pyrazine-2-carbonitrile C(C)(C)(C)C=1N=C(C(=NC1C)C#N)C